methyl-2-(2-morpholinoethoxy)-N-phenethyl-1H-imidazole-1-carboxamide CC=1N=C(N(C1)C(=O)NCCC1=CC=CC=C1)OCCN1CCOCC1